[4-(Cyclopentylamino)pyrido[3,2-d]pyrimidin-2-yl]-(4-fluorophenyl)methanone [1-(6-chloro-2-fluoropyridin-3-yl)cyclopropyl]acetate ClC1=CC=C(C(=N1)F)C1(CC1)CC(=O)O.C1(CCCC1)NC=1C2=C(N=C(N1)C(=O)C1=CC=C(C=C1)F)C=CC=N2